FC1(CCN(CC1)C1=CC(=CC=2CCOC21)NC(C2=C(C=C(C=C2)[N+](=O)[O-])N2C[C@@H]1CC[C@H](C2)C12CC2)=O)F N-(7-(4,4-difluoropiperidin-1-yl)-2,3-dihydrobenzofuran-5-yl)-4-nitro-2-((1R,5S)-3-azaspiro[bicyclo[3.2.1]octane-8,1'-cyclopropan]-3-yl)benzamide